5-formylpyrazolo[1,5-a]pyridine-7-carbonitrile C(=O)C1=CC=2N(C(=C1)C#N)N=CC2